ClC1=C(C=C(C#N)C=C1)C=1NC2=CC(=C(C(=C2C(C1)=O)F)C=1C=NN(C1)CCN(C)C)F 4-chloro-3-(6-(1-(2-(dimethylamino)ethyl)-1H-pyrazol-4-yl)-5,7-difluoro-4-oxo-1,4-dihydroquinolin-2-yl)benzonitrile